3-cyano-4-fluorophenylboronic acid C(#N)C=1C=C(C=CC1F)B(O)O